C(CCCCCCCCCCCCCCCCCCCCC)OC(CCCCCCCCCCCCCCCCCCCCC)=O Behenic acid behenyl ester